5-(1-(2-(6-(Trifluoromethyl)imidazo[1,2-a]pyrazin-3-yl)pyrimidin-4-yl)piperidin-3-yl)-1,2-dihydro-3H-1,2,4-triazol-3-one FC(C=1N=CC=2N(C1)C(=CN2)C2=NC=CC(=N2)N2CC(CCC2)C2=NC(NN2)=O)(F)F